OC1=CC=C(C=C1)C(C)(C)C1=CC=C(C=C1)O 2,2-bis-(4'-hydroxyphenyl)-propane